CC1=NC(=NC(=N1)C(Cl)(Cl)Cl)C(Cl)(Cl)Cl 2-methyl-4,6-Bis-(trichloromethyl)-s-triazine